5-(4-butylphenyl)-3-methyl-2-[(4-propylphenyl)ethynyl]thieno[3,2-b]thiophene C(CCC)C1=CC=C(C=C1)C1=CC=2SC(=C(C2S1)C)C#CC1=CC=C(C=C1)CCC